C(C)C1CN2CCC1CC2 3-ethylquinuclidin